1-(3-chloro-4-(6-(1-methylcyclopropoxy)-9-((4-methylpyridin-2-yl)methyl)-9H-purin-8-yl)phenyl)-N-methylmethanamine ClC=1C=C(C=CC1C=1N(C2=NC=NC(=C2N1)OC1(CC1)C)CC1=NC=CC(=C1)C)CNC